C[C@H]1C(C[C@@H](N(C1)C(=O)OC(C)(C)C)C1=CC=CC=C1)=O tert-Butyl (2R,5R)-5-methyl-4-oxo-2-phenyl-piperidine-1-carboxylate